N-(4-(((5-(3-chloro-4-(2-chloroethoxy)-5-cyanophenyl)-1,3,4-oxadiazol-2-yl)oxy)methyl)pyrimidin-2-yl)methanesulfonamide ClC=1C=C(C=C(C1OCCCl)C#N)C1=NN=C(O1)OCC1=NC(=NC=C1)NS(=O)(=O)C